N1(CCC1)C(=O)N1CC2(CC2)C(C1CC1=CC(=CC=C1)CCC1CC1)NS(=O)(=O)C N-(5-(azetidine-1-carbonyl)-6-(3-(2-cyclopropylethyl)benzyl)-5-azaspiro[2.4]heptan-7-yl)methanesulfonamide